C(C)C1=C(C(=NN1CC1CC(CC1)(F)F)C(C)(F)F)I Ethyl-1-((3,3-difluorocyclopentyl)methyl)-3-(1,1-difluoroethyl)-4-iodo-1H-pyrazole